N-(1-methoxy-2-methylpropan-2-yl)-2-(pyridin-4-yl)-1,7-naphthyridin-4-amine COCC(C)(C)NC1=CC(=NC2=CN=CC=C12)C1=CC=NC=C1